C[C@H]1O[C@H](CC(C1)OC1=CC=CC(=N1)C1=NC2=CC(=NC=C2C=C1)CNC(C1=CC(=C(C=C1)C)S(=O)(=O)C)=O)C N-((2-(6-(((2R,4r,6S)-2,6-dimethyltetrahydro-2H-pyran-4-yl)oxy)pyridin-2-yl)-1,6-naphthyridin-7-yl)methyl)-4-methyl-3-(methylsulfonyl)benzamide